C1(CC1)OC1=CC=2N(C=C1)C(=CN2)C2=NC(=NC=C2)N[C@H]2CNCCC2 (R)-4-(7-cyclopropoxyimidazo[1,2-a]pyridin-3-yl)-N-(piperidin-3-yl)pyrimidin-2-amine